C(C)N(CC(C)N(CC)CC)CC Tetraethylpropylendiamin